ClC=1C=C(C=CC1)[C@@H]1[C@H](C1)C(=O)NC1=NC=CC(=C1)NCC=1N=C2N(C=C(C=C2N2[C@@H](CCC2=O)C)C2CC2)C1 (1S,2S)-2-(3-chlorophenyl)-N-(4-(((6-cyclopropyl-8-((R)-2-methyl-5-oxopyrrolidin-1-yl)imidazo[1,2-a]pyridin-2-yl)methyl)amino)pyridin-2-yl)cyclopropane-1-carboxamide